NC1=C(C=C(C=N1)NC(C(=O)N1[C@H](CC[C@@H](C1)C)C=1C=C2C(NCC2=CC1)=O)=O)C (6-amino-5-methyl-3-pyridyl)-2-[(2R,5S)-5-methyl-2-(3-oxoisoindolin-5-yl)-1-piperidyl]-2-oxo-acetamide